7-morpholino-5-(3-(m-tolyl)-1H-pyrazol-1-yl)furo[3,2-b]pyridine-2-carbaldehyde O1CCN(CC1)C1=C2C(=NC(=C1)N1N=C(C=C1)C=1C=C(C=CC1)C)C=C(O2)C=O